COC(=O)C1=C(C=CC=C1)[N+]#N o-methoxycarbonyl-benzenediazonium